2-(5-((4-benzylpiperazin-1-yl)methyl)-4H-1,2,4-triazol-3-yl)-5-chloro-1H-indole C(C1=CC=CC=C1)N1CCN(CC1)CC=1NC(=NN1)C=1NC2=CC=C(C=C2C1)Cl